3-(4-(((7-fluorobenzo[d]thiazol-2-yl)(4-(trifluoromethyl)phenethyl)-amino)methyl)phenyl)propiolic acid FC1=CC=CC=2N=C(SC21)N(CCC2=CC=C(C=C2)C(F)(F)F)CC2=CC=C(C=C2)C#CC(=O)O